tert-butyl (3R,4R)-3-((5-amino-3-bromo-4-cyanopyridin-2-yl)amino)-4-hydroxypiperidine-1-carboxylate NC=1C(=C(C(=NC1)N[C@@H]1CN(CC[C@H]1O)C(=O)OC(C)(C)C)Br)C#N